(R)-N-ethyl-1-methyl-2-oxo-N-(2,2,2-trifluoro-1-(4-fluorophenyl)ethyl)-1,2-dihydropyridine-4-sulfonamide C(C)N(S(=O)(=O)C1=CC(N(C=C1)C)=O)[C@@H](C(F)(F)F)C1=CC=C(C=C1)F